ClC1=C2C(N(C(NC2=C(C=C1)S(=O)(=O)C1=CC(=C2C=NN(C2=C1)[C@H]1C(C1)(F)F)F)=O)O)=O (R)-5-chloro-8-((1-(2,2-difluorocyclopropyl)-4-fluoro-1H-indazol-6-yl)sulfonyl)-3-hydroxyquinazoline-2,4(1H,3H)-dione